C(C)(=O)N[C@H](C=O)[C@H](O)[C@H](O)[C@@H](O)C 2-acetylamino-2,6-dideoxy-L-galactose